Cl.ClC1=CC=C2C(=C(N(C2=C1C=1C(=NN(C1C)C)C)CCN1C2(CC2)CNCC1)C(=O)OC(C)(C)C)CCCOC1=CC=CC2=CC=CC=C12 tert-butyl 6-chloro-1-(2-{4,7-diazaspiro[2.5]octan-4-yl}ethyl)-3-[3-(naphthalen-1-yloxy)propyl]-7-(1,3,5-trimethyl-1H-pyrazol-4-yl)-1H-indole-2-carboxylate hydrochloride